C(C)(=O)NC1CCC(CC1)[C@@H]1N(C[C@H](CC1)C)C(C(=O)NC=1C=NC(=C(C1)C)N)=O 2-[(2R,5S)-2-(4-acetamidocyclohexyl)-5-methyl-1-piperidyl]-N-(6-amino-5-methyl-3-pyridyl)-2-oxo-acetamide